COC(C1=CC(=C(C(=C1)S(=O)(=O)Cl)OC)Cl)=O 3-chloro-5-chlorosulfonyl-4-methoxy-benzoic acid methyl ester